(R)-8-cyclopentyl-7-ethyl-5-methyl-6-oxo-5,6,7,8-tetrahydroPterin C1(CCCC1)N1[C@@H](C(N(C=2C(NC(=NC12)N)=O)C)=O)CC